C[Si](CCC1(C=CC=C1)[Hf]C1(C=CC=C1)CC[Si](C)(C)C)(C)C Bis[(2-trimethylsilylethyl)cyclopentadienyl]hafnium